methyl 4-(4-hydroxyphenyl)cyclohexane-1-carboxylate OC1=CC=C(C=C1)C1CCC(CC1)C(=O)OC